C(CCCCCCCC=CCCCCCCCCCCCCC)(=O)O 9-Tricosenoic acid